OC1=C(C(N(C=C1)C)=O)NC(N[C@@H](CC(=O)O)C1=CC(=CC=C1)CC1=C(C=CC=C1)C(F)(F)F)=O (S)-3-(3-(4-hydroxy-1-methyl-2-oxo-1,2-dihydropyridin-3-yl)ureido)-3-(3-(2-trifluoromethylbenzyl)phenyl)propanoic acid